C(C)(C)(C)OC(=O)N1CCN(CC1)C1=NC=C(C(=N1)OCC(F)F)C(=O)O 2-(4-(tert-butoxycarbonyl)piperazin-1-yl)-4-(2,2-difluoroethoxy)pyrimidine-5-carboxylic acid